2-{2-fluoro-5-[methyl(oxan-4-yl)amino]-3-(trifluoromethyl)phenyl}-5-methyl-4-{[1-(propan-2-yl)-1H-pyrazol-4-yl]methyl}-2,4-dihydro-3H-1,2,4-triazol-3-one FC1=C(C=C(C=C1C(F)(F)F)N(C1CCOCC1)C)N1N=C(N(C1=O)CC=1C=NN(C1)C(C)C)C